1-((3S,4R)-1-(2-methoxyethyl)-4-phenylpyrrolidin-3-yl)-3-(5-oxido-2-phenyl-4,6-dihydro-2H-thieno[3,4-c]pyrazol-3-yl)urea COCCN1C[C@H]([C@@H](C1)C1=CC=CC=C1)NC(=O)NC1=C2C(=NN1C1=CC=CC=C1)CS(C2)=O